(S)-N-(5-((2-amino-2,4-dimethylpent-4-en-1-yl)oxy)-6-(difluoromethyl)-[2,4'-bipyridyl]-2'-yl)acetamide N[C@](COC=1C=CC(=NC1C(F)F)C1=CC(=NC=C1)NC(C)=O)(CC(=C)C)C